ClC1=CC(=C(C=C1Cl)C1=CC=NCC1)OC 4-(4,5-dichloro-2-methoxyphenyl)-5,6-dihydropyridine